tert-Butyl 4-(1,3-dioxoisoindolin-2-yl)oxypiperidine-1-carboxylate O=C1N(C(C2=CC=CC=C12)=O)OC1CCN(CC1)C(=O)OC(C)(C)C